[2-(chloromethoxy)ethyl](trimethyl)monosilane ClCOCC[Si](C)(C)C